FC(C=1C=C(C=CC1)S(=O)(=O)[O-])(F)F m-trifluoromethylbenzenesulphonate